ClC1=NC2=C(C=CC=C2C(=N1)N[C@@H](C[C@@H]1CC[C@@H](CC1)C1=CC=NC2=CC=C(C=C12)F)C)OC 2-chloro-N-((R)-1-((cis)-4-(6-fluoroquinolin-4-yl)cyclohexyl)propan-2-yl)-8-methoxyquinazolin-4-amine